2-nitro-N,N-bis((9Z,12Z)-octadeca-9,12-dien-1-yl)benzenesulfonamide [N+](=O)([O-])C1=C(C=CC=C1)S(=O)(=O)N(CCCCCCCC\C=C/C\C=C/CCCCC)CCCCCCCC\C=C/C\C=C/CCCCC